C(C)(=O)O.ClC1=CNC2=NC=C(C=C21)CNC(CN2C(C(=NC=C2C)NCCC2=CC=CC=C2)=O)=O N-((3-Chloro-1H-pyrrolo[2,3-b]pyridin-5-yl)methyl)-2-(6-methyl-2-oxo-3-(phenethylamino)pyrazin-1(2H)-yl)acetamide Acetate salt